1-((3S,4s,5R)-4-(4-chloro-2-fluoro-6-methylphenyl)-4-hydroxy-3,5-dimethylpiperidin-1-yl)-2-(dimethylamino)ethan-1-one ClC1=CC(=C(C(=C1)C)C1([C@H](CN(C[C@H]1C)C(CN(C)C)=O)C)O)F